Monochloroaceton ClCC(C)=O